C(=O)(O)[C@H](O)[C@@H](O)C(=O)O.C(=O)(O)[C@H](O)[C@@H](O)C(=O)O.C(C(C)C)N1CCN(C2=CC=CC=C12)C(CCN1CCN(CC1)C)=O 1-(4-isobutyl-3,4-dihydroquinoxaline-1(2H)-yl)-3-(4-methylpiperazin-1-yl)propan-1-one di-L-tartrate